FC1([C@H](C12CCN(CC2)S(=O)(=O)N)C2=NOC(=N2)C=2C=NC=CC2)F (2R)-1,1-Difluoro-2-[5-(pyridin-3-yl)-1,2,4-oxadiazol-3-yl]-6-azaspiro[2.5]octan-6-sulfonamid